ClC1=CC=C(C=C1)[C@@]1(N(C(C2=CC(=CC=C12)C(CN1CCN(CC1)C)(C)O)=O)CC1=NC=C(C=C1)Cl)OC (3R)-3-(4-chlorophenyl)-2-[(5-chloropyridin-2-yl)methyl]-6-[2-hydroxy-1-(4-methylpiperazin-1-yl)propan-2-yl]-3-methoxy-2,3-dihydro-1H-isoindol-1-one